triethylene glycol bis[2-(toluene-4-sulfonylmethyl)-acrylate] CC1=CC=C(C=C1)S(=O)(=O)CC(C(=O)OCCOCCOCCOC(C(=C)CS(=O)(=O)C1=CC=C(C)C=C1)=O)=C